C[C@H]1N(C[C@@H](N(C1)C(C(=O)N)=O)C1=CC=CC=C1)C(=O)OC(C)(C)C tert-butyl (2R,5S)-2-methyl-4-oxamoyl-5-phenyl-piperazine-1-carboxylate